CC1=NC2=CC=C(C=C2C(=N1)S)N1CCCCC1 2-methyl-6-(piperidin-1-yl)quinazoline-4-thiol